2-[3-(cyclopropylmethoxy)phenyl]-4,4,5,5-tetramethyl-1,3,2-dioxaborolane C1(CC1)COC=1C=C(C=CC1)B1OC(C(O1)(C)C)(C)C